methylenebisphenol A C=CC(C1=CC=C(O)C=C1)(C)C1=CC=C(C=C1)O